C(C(O)C)(=O)[O-].C(C)(=O)OCC[N+](C)(C)C Acetylcholine lactate